C(C)(C)(C)C1=CC=C(C=C1)C=1C=C2CCN(C(C2=CC1)=O)C=1C=CC(=C(C1)NS(=O)(=O)C)OCOCCOC N-(5-(6-(4-(tert-butyl)phenyl)-1-oxo-3,4-dihydroisoquinolin-2(1H)-yl)-2-((2-methoxyethoxy)methoxy)phenyl)methanesulfonamide